ethyl 2-{2-[3-fluoro-4-(trifluoromethyl)phenyl]hydrazinylidene}-3-(hydroxyimino)propanoate FC=1C=C(C=CC1C(F)(F)F)NN=C(C(=O)OCC)C=NO